[6-[3-(1-hydroxycyclopropyl)-1,2,4-triazol-1-yl]-2-azaspiro[3.3]heptan-2-yl]-[6-[[5-(trifluoromethyl)-2-pyridyl]methyl]-2-azaspiro[3.3]heptan-2-yl]methanone OC1(CC1)C1=NN(C=N1)C1CC2(CN(C2)C(=O)N2CC3(C2)CC(C3)CC3=NC=C(C=C3)C(F)(F)F)C1